[Si](C1=CC=CC=C1)(C1=CC=CC=C1)(C(C)(C)C)O[C@@H]1C[C@@H](N(C1)C(=O)OC(C)(C)C)COC1=C(C(=C(C(=C1C(=O)OC)OC(C)C)Cl)C)Cl tert-butyl (2R,4R)-4-((tert-butyldiphenylsilyl)oxy)-2-((2,4-dichloro-5-isopropoxy-6-(methoxycarbonyl)-3-Methylphenoxy)methyl)pyrrolidine-1-carboxylate